N-(4-(4-(2-methoxyphenyl)piperazin-1-yl)butyl)-2-(piperidin-1-ylmethyl)thieno[2,3-d]pyrimidin-4-amine COC1=C(C=CC=C1)N1CCN(CC1)CCCCNC=1C2=C(N=C(N1)CN1CCCCC1)SC=C2